2-(trifluoromethyl)-4,5,6,7-tetrahydropyrazolo[1,5-a]pyrazine-4,4-d2 FC(C1=NN2C(C(NCC2)([2H])[2H])=C1)(F)F